3-((2S)-2-hydroxy-3-(8-(naphthalen-2-ylsulfonyl)-1-oxa-8-azaspiro[4.5]decan-3-ylamino)propoxy)-N-isopentylbenzenesulfonamide O[C@H](COC=1C=C(C=CC1)S(=O)(=O)NCCC(C)C)CNC1COC2(C1)CCN(CC2)S(=O)(=O)C2=CC1=CC=CC=C1C=C2